ClC1=CC=C2C(CC(OC2=C1)(C)C)NC(=O)[C@H]1[C@@H](C1)[C@@H](CCOC)N1C(NC(CC1=O)(C)C)=[NH2+] [1-[(1R)-1-[(1R,2R)-2-[(7-chloro-2,2-dimethyl-chroman-4-yl)carbamoyl]cyclopropyl]-3-methoxy-propyl]-4,4-dimethyl-6-oxo-hexahydropyrimidin-2-ylidene]ammonium